[N+](=O)([O-])N1C2OC3OC2N(C2OC3OC12)[N+](=O)[O-] 4,10-dinitro-2,6,8,12-tetraoxa-4,10-diazatetracyclo[5.5.0.05,9.03,11]Dodecane